ClC1=C(C=2N(C(=C1)C)N=CN2)NC2=C(C(=CC=C2C)OC)Cl 7-chloro-N-(2-chloro-3-methoxy-6-methylphenyl)-5-methyl-[1,2,4]triazolo[1,5-a]pyridin-8-amine